CN(CCCO)CCCO 3,3'-(methylazanediyl)bis(propan-1-ol)